C(C=C)(=O)OCC(CS(=O)(=O)[O-])O acryloxy-2-hydroxypropylsulphonate